N-Nitrosophenylnaphthylamine N(=O)N(C1=CC=CC2=CC=CC=C12)C1=CC=CC=C1